6-(7-Cyano-2-methyl-2H-indazol-5-yl)-2-(1,2,3,6-tetrahydropyridin-4-yl)-1,3-benzothiazol-4-carbonitril-Hydrochlorid Cl.C(#N)C1=CC(=CC2=CN(N=C12)C)C=1C=C2C(N=C(S2)C=2CCNCC2)=C(C1)C#N